(R)-4-(2-chloro-7-(chloromethyl)thieno[3,2-d]Pyrimidin-4-yl)-3-methylmorpholine ClC=1N=C(C2=C(N1)C(=CS2)CCl)N2[C@@H](COCC2)C